FC1=C(C(=C(C=C1C1=NN(C2=NC(=NC=C21)N2CCC1(CCOC1)CC2)C)C(F)(F)F)F)O 2,6-Difluoro-3-(1-methyl-6-(2-oxa-8-azaspiro[4.5]decan-8-yl)-1H-pyrazolo[3,4-d]pyrimidin-3-yl)-5-(trifluoromethyl)phenol